N[C@@H]1C2=NC=CC=C2CC12CCN(CC2)C2=CC=C1C(N(C(NC1=C2)=O)C2=C(C(=CC=C2)Cl)Cl)=O (S)-7-(7-amino-5,7-dihydro-spiro[cyclopenta[b]pyridin-6,4'-piperidin]-1'-yl)-3-(2,3-dichlorophenyl)quinazoline-2,4(1H,3H)-dione